3-glycidyl-glycidoxypropyltrimethoxysilane C(C1CO1)C(CC[Si](OC)(OC)OC)OCC1CO1